(3R)-2'-{6-amino-5-[(1R)-1-(3-fluorophenyl)ethoxy]pyridin-3-yl}-N-(propan-2-yl)-5',6'-dihydrospiro[pyrrolidine-3,4'-pyrrolo[1,2-b]pyrazole]-1-carboxamide NC1=C(C=C(C=N1)C=1C=C2N(N1)CC[C@]21CN(CC1)C(=O)NC(C)C)O[C@H](C)C1=CC(=CC=C1)F